FC=1C(=NC=C(C1)O)NC=1C2=C(N=CN1)C=CC(=N2)N2[C@@H]1CN([C@H](C2)C1)C(=O)OC(C)(C)C tert-butyl (1S,4S)-5-[4-[(3-fluoro-5-hydroxy-2-pyridyl)amino]pyrido[3,2-d]pyrimidin-6-yl]-2,5-diazabicyclo[2.2.1]heptane-2-carboxylate